3-((2-chloro-3-(trifluoromethyl)benzyl)amino)-5-(2-chlorophenoxy)-4H-benzo[e][1,2,4]thiadiazine 1,1-dioxide ClC1=C(CNC2=NS(C3=C(N2)C(=CC=C3)OC3=C(C=CC=C3)Cl)(=O)=O)C=CC=C1C(F)(F)F